2-(5-fluoro-2-methoxyphenyl)acetic acid FC=1C=CC(=C(C1)CC(=O)O)OC